2-(methylamino)succinamide CNC(C(=O)N)CC(=O)N